(S)-1-ethyl-4-fluoro-N'-((3-(2-fluorophenyl)-2-(trifluoromethyl)-6,7-dihydro-5H-cyclopenta[b]pyridin-4-yl)carbamoyl)-1H-pyrazole-3-sulfonimidamide C(C)N1N=C(C(=C1)F)[S@](=O)(N)=NC(NC1=C2C(=NC(=C1C1=C(C=CC=C1)F)C(F)(F)F)CCC2)=O